ClC=1N=CC2=C(N1)SC(=C2)C2(CC(C2)C(F)(F)F)O cis-1-(2-chlorothieno[2,3-d]pyrimidin-6-yl)-3-(trifluoromethyl)cyclobutan-1-ol